propyl (2S,3S)-2-(4-hydroxyphenyl)-5-((E)-3-isopropoxy-3-oxoprop-1-en-1-yl)-2,3-dihydrobenzofuran-3-carboxylate OC1=CC=C(C=C1)[C@H]1OC2=C([C@@H]1C(=O)OCCC)C=C(C=C2)\C=C\C(=O)OC(C)C